(R)-2-(9-(4-fluorophenyl)-6-oxaspiro[4.5]decane-9-yl)-N-(2-(pyridin-4-yl)benzyl)ethylamine FC1=CC=C(C=C1)[C@@]1(CCOC2(CCCC2)C1)CCNCC1=C(C=CC=C1)C1=CC=NC=C1